COC1CCNCCC1 4-methoxyazepane